C(C1=CC=CC=C1)OC(NC=1NN=C(C1)[C@@H]1C[C@@H](CC1)OC(=O)NN(C)CC)=O.N1CCC(CC1)C(=O)N1CCCC1 piperidin-4-yl-(pyrrolidin-1-yl)methanone benzyl-N-{5-[(1S,3R)-3-[(N'-ethyl-N'-methylhydrazinecarbonyl)oxy]cyclopentyl]-2H-pyrazol-3-yl}carbamate